FC1=C(C=CC=C1)[C@@H](NC(OC(C)(C)C)=O)[C@@H]1N=C([C@H](N=C1OC)C(C)C)OC tert-butyl N-[(R)-(2-fluorophenyl)-[(2S,5R)-5-isopropyl-3,6-dimethoxy-2,5-dihydropyrazin-2-yl]methyl]carbamate